FC=1C=CC(=C(C1)C(C(=O)OC(C)(C)C)N1C[C@@H](CC1)C(CCCCC1=NC=2NCCCC2C=C1)F)CO[C@@H]1COCC1 Tert-butyl 2-(5-fluoro-2-((((S)-tetrahydrofuran-3-yl)oxy)methyl)phenyl)-2-((3R)-3-(1-fluoro-5-(5,6,7,8-tetrahydro-1,8-naphthyridin-2-yl)pentyl)pyrrolidin-1-yl)acetate